P(OCCCCCCCCCCCCCCCCCC)([O-])N stearyl phosphoramidite